C[C@H]1C(C(=C[C@@]2([C@@H]1CCC=1C(=NC(=NC21)C2=CC=NC=C2)C2=CC=C(C=C2)C(F)(F)F)C)C#N)=O (6aR,7R,10aS)-7,10a-dimethyl-8-oxo-2-(pyridin-4-yl)-4-(4-(trifluoromethyl)phenyl)-5,6,6a,7,8,10a-hexahydrobenzo[h]quinazoline-9-carbonitrile